2-(4-ethoxyphenyl)-N-(2-fluorobenzyl)pyrimidine-4-carbohydrazide C(C)OC1=CC=C(C=C1)C1=NC=CC(=N1)C(=O)N(N)CC1=C(C=CC=C1)F